C(#N)C1=CC=C(C=C1)C/C(/C1=CC(=CC=C1)C(F)(F)F)=N\NC(=O)NC1=CC=C(C=C1)OC(F)F (2E)-2-[2-(4-cyanophenyl)-1-[3-(trifluoromethyl)phenyl]ethylidene]-N-[4-(difluoromethoxy)phenyl]-hydrazinecarboxamide